4,5-dihydro-7-hydroxy-2-methyl-5-oxo-4-(2-propyl)-N-(1,2,3,4-tetrahydro-1-naphthyl)-2H-pyrazolo[4,3-b]pyridin-6-carboxamide OC=1C=2C(N(C(C1C(=O)NC1CCCC3=CC=CC=C13)=O)C(C)C)=CN(N2)C